5b-cholanoate C(CC[C@@H](C)[C@H]1CC[C@H]2[C@@H]3CC[C@@H]4CCCC[C@]4(C)[C@H]3CC[C@]12C)(=O)[O-]